(1r,4r)-4-(3-Chloroanilino)spiro[cyclohexane-1,5'-cyclopenta[b]pyridine]-4-carboxylic acid ClC=1C=C(NC2(CCC3(C=CC4=NC=CC=C43)CC2)C(=O)O)C=CC1